[4-formyl-2-methoxy-5-(4,4,5,5-tetramethyl-1,3,2-dioxaborolan-2-yl)phenyl] acetate C(C)(=O)OC1=C(C=C(C(=C1)B1OC(C(O1)(C)C)(C)C)C=O)OC